NC1CCC(CC1)(O)CC (trans)-4-amino-1-ethylcyclohexan-1-ol